(2S)-3-(4-hydroxyphenyl)-4-methyl-2-(4-{2-[(3R)-3-methylpyrrolidin-1-yl]ethoxy}phenyl)-2H-chromen-7-ol OC1=CC=C(C=C1)C=1[C@@H](OC2=CC(=CC=C2C1C)O)C1=CC=C(C=C1)OCCN1C[C@@H](CC1)C